C(C1=CC=CC=C1)(=O)O[C@@H]1C(CC=2NN=C(C21)C(F)(F)F)(F)F [(4S)-5,5-difluoro-3-(trifluoromethyl)-4,6-dihydro-1H-cyclopenta[c]pyrazol-4-yl] benzoate